3-((5-cyclopentyl-1H-pyrazol-3-yl)amino)-5-methylpyridazine-4-carboxylic acid C1(CCCC1)C1=CC(=NN1)NC=1N=NC=C(C1C(=O)O)C